Ethyl 2-(3-amino-4-methylphenoxy)acetate NC=1C=C(OCC(=O)OCC)C=CC1C